acrylic acid-2-naphthyl ester C1=C(C=CC2=CC=CC=C12)OC(C=C)=O